CN(CCN1N=CC(=C1)C1=C2C(=NC=C1)N(N=C2C2CN(C2)C(=O)OC(C)(C)C)C2=CC=C(C=C2)OC(F)(F)F)C tert-butyl 3-(4-(1-(2-(dimethyl amino)ethyl)-1H-pyrazol-4-yl)-1-(4-(trifluoromethoxy)phenyl)-1H-pyrazolo[3,4-b]pyridin-3-yl)azetidine-1-carboxylate